BrC=1C=C(C(=C(C(=O)NC)C1)N1CC2=C(CC1)NN=C2C2=CN=CC1=CC=CC=C21)[N+](=O)[O-] 5-bromo-2-(3-(isoquinolin-4-yl)-1,4,6,7-tetrahydro-5H-pyrazolo[4,3-c]pyridin-5-yl)-N-methyl-3-nitrobenzamide